BrC1=CC=C(C=C1)/C=C/C(=O)C1=C(C=C(C=C1OC)CO)I (E)-3-(4-Bromophenyl)-1-[4-(hydroxymethyl)-2-iodo-6-methoxyphenyl]prop-2-en-1-one